2-(benzylsulfanyl)-5-(1,2,3-triazol-1-yl)pyridine C(C1=CC=CC=C1)SC1=NC=C(C=C1)N1N=NC=C1